C1(=CC=CC=C1)N1C2=CC=CC=C2C=2C3=C(C=CC12)C1=CC=CC=C1N3 N-phenylindolo[3,2-C]carbazole